2,2',6,6'-tetrakis[(4-hydroxy-3,5-dimethylphenyl)methyl]-4,4'-methyleneDiphenol OC1=C(C=C(C=C1C)CC1=C(C(=CC(=C1)CC1=CC(=C(C(=C1)CC1=CC(=C(C(=C1)C)O)C)O)CC1=CC(=C(C(=C1)C)O)C)CC1=CC(=C(C(=C1)C)O)C)O)C